tert-butyl 2-(5-chloro-2-pyridyl)-1-oxa-6-azaspiro[2.5]octane-6-carboxylate ClC=1C=CC(=NC1)C1OC12CCN(CC2)C(=O)OC(C)(C)C